OC=1C=C2C=CC(=C(C2=CC1)C1=NC(=NC=2CCCCC12)N1CC2(CN(C2)C(C=C)=O)CC1)C 1-(6-(4-(6-hydroxy-2-methyl-1-naphthalenyl)-5,6,7,8-tetrahydro-2-quinazolinyl)-2,6-diazaspiro[3.4]octan-2-yl)-2-propen-1-one